N1=C(C=CC=C1)N(C1=NC=CC=C1)C1=CC=C(C=C1)C1=CC=C(C=C1)N(C1=NC=CC=C1)C1=NC=CC=C1 Bisdipyridylaminobiphenyl